FC(C1(C(N2N(CCC1)CCC2C2=NC=C(N=C2)C)=O)C)F 6-(difluoromethyl)-6-methyl-3-(5-methylpyrazin-2-yl)-1,2,3,7,8,9-hexahydropyrazolo[1,2-a]diazepin-5-one